C(N)(O[C@@](C(=O)N1C2CN(CC1C2)C2=NC=C(C=C2)C=2C=1N(C=C(C2)OCC(C)(C)O)N=CC1C#N)(C1=CC=C(C=C1)F)C(C)(C)C)=O ((1R)-tert-butyl 2-(3-(5-(3-cyano-6-(2-hydroxy-2-methylpropyloxy) pyrazolo[1,5-a]pyridin-4-yl) pyridin-2-yl)-3,6-diazabicyclo[3.1.1]hept-6-yl)-1-(4-fluorophenyl)-2-oxoethyl) carbamate